N-[(3R)-1,1-dioxo-2,3-dihydrothiophen-3-yl]-2-oxo-7-(3,4,5,6-tetrahydro-2H-pyran-4-yl)-1H-quinoline-3-carboxamide O=S1(C[C@@H](C=C1)NC(=O)C=1C(NC2=CC(=CC=C2C1)C1CCOCC1)=O)=O